lead-antimony-copper [Cu].[Sb].[Pb]